CC(C(=O)OCC(CCOC1=CC=C(C=C1)C1=CC=C(C=C1)\C=C\C(=O)OC1=C(C=C(C=C1)OC(C(=C)C)=O)C)COC(C(=C)C)=O)=C [4-[4-[4-[(E)-3-[2-methyl-4-(2-methylprop-2-enoyloxy)phenoxy]-3-oxo-prop-1-enyl]phenyl]phenoxy]-2-(2-methylprop-2-enoyloxymethyl)butyl] 2-methylprop-2-enoate